CC1=C(C2=CC=CC=C2C=C1)C dimethylnaphthalen